O[C@@H](CCC)C1=CC(=C(C=N1)C1=NC=C2C=C(N=CC2=C1)NC(=O)C1CC1)C N-(7-{6-[(1S)-1-hydroxybutyl]-4-methylpyridin-3-yl}-2,6-naphthyridin-3-yl)cyclopropanecarboxamide